4-(3-(4-(Difluoromethoxy)phenyl)-1,2,4-oxadiazol-5-yl)-N-(3-(4-(2-fluorobenzyl)piperidin-1-yl)propyl)piperazine-1-carboxamide FC(OC1=CC=C(C=C1)C1=NOC(=N1)N1CCN(CC1)C(=O)NCCCN1CCC(CC1)CC1=C(C=CC=C1)F)F